1-phenyl-3,3-di(2-hydroxyethyl)-triazene C1(=CC=CC=C1)N=NN(CCO)CCO